[3-bromo-2-(trifluoromethyl)phenyl]acetic acid BrC=1C(=C(C=CC1)CC(=O)O)C(F)(F)F